Cyclopropylammonium C1(CC1)[NH3+]